7-methoxy-3,4-dihydro-1H-pyrrolo[3,4-b]indole-2-carboxylic acid tert-butyl ester C(C)(C)(C)OC(=O)N1CC=2NC=3C=CC(=CC3C2C1)OC